2-ISOPROPYLTHIO-5-TRIFLUOROMETHYLPYRIDINE-3-BORONIC ACID C(C)(C)SC1=NC=C(C=C1B(O)O)C(F)(F)F